C(C1=CC=CC=C1)N1CCC(CC1)OCC=1N=C(SC1)N 4-{[(1-Benzylpiperidin-4-yl)oxy]methyl}-1,3-thiazol-2-amine